Pyridoxine-HCl Cl.N1=C(C)C(O)=C(CO)C(CO)=C1